ClC1=C2C(=CC(=NC2=CC=C1)C(=O)OCC)O ethyl 5-chloro-4-hydroxyquinoline-2-carboxylate